CN(C1=CC=NC=C1C=O)C p-dimethylaminonicotinaldehyde